C1(CC1)[C@H]([C@@H](C(=O)O)C)C1=CC2=C(OC[C@@H](N2)C2=CC=C(C=C2)C2=C(C=CC(=C2)OC)F)C=C1 |o1:15| (2S,3R)-3-cyclopropyl-3-((S or R)-3-(2'-fluoro-5'-methoxy-[1,1'-biphenyl]-4-yl)-3,4-dihydro-2H-benzo[b][1,4]oxazin-6-yl)-2-methylpropanoic acid